ClC=1C=CC=C2C=CC=C(C12)N1CC=2N=C(N=C(C2CC1)N1C[C@@H](N(CC1)C(C(=C)F)=O)CC#N)OC[C@H]1CN(CC1)C 2-[(2S)-4-[7-(8-Chloro-1-naphthyl)-2-[[(3R)-1-methylpyrrolidin-3-yl]methoxy]-6,8-dihydro-5H-pyrido[3,4-d]pyrimidin-4-yl]-1-(2-fluoroprop-2-enoyl)piperazin-2-yl]acetonitrile